FC(C(=O)O)(F)F.NC/C(/COC=1C=C2CCNC(C2=CC1)=O)=C/F (Z)-6-((2-aminomethyl-3-fluoroallyl)oxy)-3,4-dihydroisoquinolin-1(2H)-one trifluoroacetate